4,4'-sulfonyl-bis(benzene-1,2-diamine) S(=O)(=O)(C=1C=C(C(=CC1)N)N)C=1C=C(C(=CC1)N)N